hexaoxa-3λ5,12λ5-diphosphatricyclo[13.3.0.06,10]octadecan C12O[PH3]OOC3OOOC3C[PH3]CCC2CCC1